(Z)-N'-((1-((1r,4r)-4-(cyanomethyl)cyclohexyl)-1,6-dihydroimidazo[4,5-d]pyrrolo[2,3-b]pyridin-2-yl)methoxy)cyclopropanecarboxamidine C(#N)CC1CCC(CC1)N1C(=NC=2C1=C1C(=NC2)NC=C1)CO\N=C(/N)\C1CC1